N-(5-fluoro-2-(5-phenyl-1,4-diazepan-1-yl)pyrimidin-4-yl)-1H-indazol-5-amine FC=1C(=NC(=NC1)N1CCNC(CC1)C1=CC=CC=C1)NC=1C=C2C=NNC2=CC1